C1(CCCC1)OC(=O)C=1C=C(C=CC1)C 3-toluic acid cyclopentyl ester